(S)-N-(3-(1-((2-amino-5-chloropyridin-3-yl)oxy)ethyl)-phenyl)-3-methylbenzamide NC1=NC=C(C=C1O[C@@H](C)C=1C=C(C=CC1)NC(C1=CC(=CC=C1)C)=O)Cl